FC(OC=1C=C(C=CC1)C1=CC(=C(O1)C)C(=O)NC1=NC(=NS1)CN1CCCC1)F 5-(3-(Difluoromethoxy)phenyl)-2-methyl-N-(3-(pyrrolidin-1-ylmethyl)-1,2,4-thiadiazol-5-yl)furan-3-carboxamide